Benzyl N-(tert-butoxycarbonyl)-L-valyl-(4R)-4-(trifluoromethyl)-L-prolinate C(C)(C)(C)OC(=O)N[C@@H](C(C)C)C(=O)N1[C@@H](C[C@H](C1)C(F)(F)F)C(=O)OCC1=CC=CC=C1